propyl-methyl-bis(trimethylsiloxy)silane neopentyl-(((6-hydroxy-5'-methyl-4-pentyl-2'-(prop-1-en-2-yl)-[1,1'-biphenyl]-2-yl)oxy)(methyl)phosphoryl)-L-alaninate C(C(C)(C)C)N([C@@H](C)C(=O)O)P(=O)(C)OC1=C(C(=CC(=C1)CCCCC)O)C1=C(C=CC(=C1)C)C(=C)C.C(CC)[Si](O[Si](C)(C)C)(O[Si](C)(C)C)C